CC1N(C(CC(C1)(OC1=CC=CC=C1)C)C)CCOC1=C(C=CC=C1)C(F)(F)F 2,4,6-trimethyl-4-phenoxy-1-(2-(2-(trifluoromethyl)phenoxy)ethyl)piperidine